2,2-dicyanoethylideneazanide C(#N)C(C=[N-])C#N